dimethyl((5-methyl-1-(2-(6-(trifluoromethyl)imidazo[1,2-a]pyridin-3-yl)pyrimidin-4-yl)piperidin-3-yl)imino)-λ6-sulfanone CS(=O)(=NC1CN(CC(C1)C)C1=NC(=NC=C1)C1=CN=C2N1C=C(C=C2)C(F)(F)F)C